C(C)C=1N=C2SC(=NN2C1N(C=1SC(=C(N1)C1=CC=C(C=C1)F)C#N)C)N1CC(CC1)NC 2-{[6-ethyl-2-(3-(methylamino)pyrrolidin-1-yl)imidazo[2,1-b][1,3,4]thiadiazol-5-yl](methyl)amino}-4-(4-fluorophenyl)thiazole-5-carbonitrile